CN1C=NC(=C1)C=1C=C(C(=O)N2CCN(CC2)C=2C=C3CN(C(C3=CC2)=O)[C@@H]2C(NC(CC2)=O)=O)C=CC1NCC1=CC=C(C=C1)C(F)(F)F (3S)-3-[5-[4-[3-(1-methylimidazol-4-yl)-4-[[4-(trifluoromethyl)phenyl]methylamino]benzoyl]piperazin-1-yl]-1-oxo-isoindolin-2-yl]piperidine-2,6-dione